COC=1C(=NC=C(C1)CC(F)(F)F)C(=O)NC methoxy-N-methyl-5-(2,2,2-trifluoroethyl)pyridine-2-carboxamide